C(C=C)(=O)OCC[N+](C)(C)C.O=C1N(CCN1)CCC=C(C(=O)[NH-])C 2-(2-oxo-1-imidazolidinyl)ethyl-methacrylamide, (2-(acryloyloxy)ethyl)trimethylammonium salt